BrC=1C(=C2C(=NC1)N(C[C@]21C[C@@H](CC1)OS(=O)(=O)C)C(=O)OC(C)(C)C)Cl |r| tert-butyl (1RS,3RS)-5'-bromo-4'-chloro-3-((methylsulfonyl)oxy)spiro[cyclopentane-1,3'-pyrrolo[2,3-b]pyridine]-1'(2'H)-carboxylate